C(C)N(C(=O)C1=C(C=CC(=C1)F)C=1C=2N(C=C(C1)C1CN(C1)[C@H](CCCN1CCN(CC1)C1(COC1)C(=O)N)C(C)C)C(=NC2)C)C(C)C 3-{4-[(4R)-4-[3-(8-{2-[ethyl(isopropyl)carbamoyl]-4-fluorophenyl}-3-methylimidazo[1,5-a]pyridin-6-yl)azetidin-1-yl]-5-methylhexyl]piperazin-1-yl}oxetane-3-carboxamide